C(#N)C[C@@H]1N(CCN(C1)C=1C2=C(N=C(N1)OC[C@H]1N(C[C@@H](C1)OC)C)CN(CC2)C2=CC=CC1=CC=CC(=C21)C)C(=O)OC(C)(C)C tert-butyl (2S)-2-(cyanomethyl)-4-[2-[[(2S,4R)-4-methoxy-1-methylpyrrolidin-2-yl]methoxy]-7-(8-methyl-1-naphthyl)-6,8-dihydro-5H-pyrido[3,4-d]pyrimidin-4-yl]piperazine-1-carboxylate